IC1=CC(=NC(=C1)N1CCOCC1)N[C@@H](CO)C (2R)-2-[[4-iodo-6-(morpholin-4-yl)pyridin-2-yl]amino]propan-1-ol